5-(4-Acetyl-1-piperazinyl)-1,4-dihydro-1,6-dimethyl-2,4-dioxo-N-[(tetrahydro-2-furanyl)methyl]pyrido[2,3-d]pyrimidine-3(2H)-acetamide C(C)(=O)N1CCN(CC1)C1=C(C=NC=2N(C(N(C(C21)=O)CC(=O)NCC2OCCC2)=O)C)C